5-Chloro-7-((2S,5R)-5-ethyl-2-methyl-4-(1-(4-(trifluoromethyl)phenyl)propyl)piperazin-1-yl)-3-(((R)-tetrahydrofuran-2-yl)methyl)-3H-[1,2,3]triazolo[4,5-d]pyrimidine ClC=1N=C(C2=C(N1)N(N=N2)C[C@@H]2OCCC2)N2[C@H](CN([C@@H](C2)CC)C(CC)C2=CC=C(C=C2)C(F)(F)F)C